S[Ba] mercaptobarium